2-(4-bromo-2-(ethylsulfoxy)phenyl)-9,9-dioctylfluorene BrC1=CC(=C(C=C1)C1=CC=2C(C3=CC=CC=C3C2C=C1)(CCCCCCCC)CCCCCCCC)OS(=O)(=O)OCC